(S)-5-((5-chloro-8-((5-(difluoromethyl)-1-methyl-1H-1,2,3-triazol-4-yl)methoxy)-7-fluoro-1,2,3,4-tetrahydroisoquinolin-1-yl)methyl)-5-azaspiro[2.4]heptan-6-one hydrochloride Cl.ClC1=C2CCN[C@@H](C2=C(C(=C1)F)OCC=1N=NN(C1C(F)F)C)CN1CC2(CC2)CC1=O